FC=1C=C(C=C2C(N(C=NC12)CC1=CC(=CC=C1)OC)=O)C=1C=NNC1 8-Fluoro-3-[(3-methoxyphenyl)methyl]-6-(1H-pyrazol-4-yl)quinazolin-4-one